2-(4-(2-(2,6-dioxopiperidin-3-yl)-1,3-dioxoisoindolin-5-yl)piperazin-1-yl)acetic Acid O=C1NC(CCC1N1C(C2=CC=C(C=C2C1=O)N1CCN(CC1)CC(=O)O)=O)=O